C1NCCC2CN=CC=C12 hexahydro-2,6-naphthyridine